C1N(CC2=CC=CC=C12)CC1=CC(C(=CO1)OCC1=CC=C(C(=O)NC)C=C1)=O 4-(((6-(isoindolin-2-ylmethyl)-4-oxo-4H-pyran-3-yl)oxy)methyl)-N-methylbenzamide